N,N,N',N'-tetra(m-tolyl)pyrene-1,6-diamine C1(=CC(=CC=C1)N(C1=CC=C2C=CC=3C(=CC=C4C=CC1=C2C34)N(C=3C=C(C=CC3)C)C=3C=C(C=CC3)C)C=3C=C(C=CC3)C)C